C(C=C)(=O)OCCCCCCCC(F)CCCCCCCCCCCCC tridecanyl-fluorooctyl acrylate